2-Heptyl-tetrahydrofuran sodium (4-bromo-2-iodophenyl)methanesulfonate BrC1=CC(=C(C=C1)CS(=O)(=O)[O-])I.[Na+].C(CCCCCC)C1OCCC1